N1C=CC2=C1N=CC=C2CN 1H-pyrrolo[2,3-b]pyridine-4-methylamine